C1(CC1)NC(C1=C(C=C(C=C1OC)C1=CN=C2N1C=CC(=C2)OC(CO)(C)C)OC(F)F)=O N-cyclopropyl-2-(difluoromethoxy)-4-[7-(2-hydroxy-1,1-dimethyl-ethoxy)imidazo[1,2-a]pyridin-3-yl]-6-methoxy-benzamide